FC(CNC(OC(C)(C)C)=O)(CO)F Tert-butyl (2,2-difluoro-3-hydroxypropyl)carbamate